C(C)OC1=C(C=C(C=C1)S(=O)(=O)N1CCN(CC1)CCO)C1=NN2C(C(N1)=O)=C(C(=C2CCC)/C=N/O)CC (E)-2-(2-ethoxy-5-((4-(2-hydroxyethyl)piperazin-1-yl)sulfonyl)phenyl)-5-ethyl-4-oxo-7-propyl-3,4-dihydropyrrolo[2,1-f][1,2,4]triazine-6-carbaldehyde oxime